hexanoyl-4-hydroxyprolinol C(CCCCC)(=O)N1[C@@H](CC(C1)O)CO